NC1=NC=CC(=C1Cl)SC=1N=CC(=NC1)N1CCC2([C@@H](CN(C2)C2COC2)N)CC1 (S)-8-(5-((2-amino-3-chloropyridin-4-yl)thio)pyrazin-2-yl)-2-(oxetan-3-yl)-2,8-diazaspiro[4.5]decan-4-amine